FC(=C(C)F)F 1,1,2-trifluoro-1-propene